2-N-boc-amino-thiazole-5-carboxylic acid CC(C)(C)OC(=O)NC1=NC=C(S1)C(=O)O